ClC1=C(COC=2C(=NC=C(C2)C2=CC(=CC=C2)OC(F)(F)F)N)C(=CC=C1)Cl 3-(2,6-dichloro-benzyloxy)-5-(3-trifluoromethoxy-phenyl)-pyridin-2-ylamine